BrC=1C=2N(C=CC1)C(=C(N2)C#CCNC2=C(C=C(C(=O)NC)C=C2)C2CC2)CC(F)(F)F 4-({3-[8-bromo-3-(2,2,2-trifluoroethyl)imidazo[1,2-a]pyridin-2-yl]prop-2-yn-1-yl}amino)-3-cyclopropyl-N-methylbenzamide